(S)-3-(5-(3,5-dimethylisoxazol-4-yl)thiophen-2-yl)-3-(3-(4-hydroxy-1-methyl-2-oxo-1,2-dihydropyridin-3-yl)ureido)propionic acid ethyl ester C(C)OC(C[C@H](NC(=O)NC=1C(N(C=CC1O)C)=O)C=1SC(=CC1)C=1C(=NOC1C)C)=O